methyl 7-methoxybenzo[d]thiazole-5-carboxylate COC1=CC(=CC=2N=CSC21)C(=O)OC